1-(4-(trifluoromethyl)phenyl)propan-2-ol FC(C1=CC=C(C=C1)CC(C)O)(F)F